BrC=1C(=C2C=NC(=NN2C1C(C(F)(F)F)C)N[C@H]1[C@@H](CN(CC1)S(=O)(=O)C)F)F (3R,4R)-N-{6-bromo-5-fluoro-7-[1,1,1-trifluoropropan-2-yl]pyrrolo[2,1-f][1,2,4]triazin-2-yl}-3-fluoro-1-methanesulfonylpiperidin-4-amine